Cl.OC1=CC=C(C=C1)N(C(=O)C1=C(N(C(=C1)C1=CC2=C(OCO2)C=C1C(=O)N1CC2=CC=CC=C2C[C@H]1CN1CCOCC1)C)C)C1=CC=CC=C1 N-(4-Hydroxyphenyl)-1,2-dimethyl-5-(6-{[(3S)-3-(morpholin-4-ylmethyl)-3,4-dihydroisoquinolin-2(1H)-yl]carbonyl}-1,3-benzodioxol-5-yl)-N-phenyl-1H-pyrrole-3-carboxamide hydrochloride